N1=C(C=CC=C1)CC(CN)N (2-pyridylmethyl)ethane-1,2-diamine